8-bromo-3,3-diphenyl-3H-naphtho[2,1-b]pyran BrC=1C=C2C=CC=3OC(C=CC3C2=CC1)(C1=CC=CC=C1)C1=CC=CC=C1